1-hydroxycyclohexylphenylketone, diphenyliodonium salt C1(=CC=CC=C1)[I+]C1=CC=CC=C1.OC1(CCCCC1)C1=C(C=CC=C1)C(=O)C1=C(C=CC=C1)C1(CCCCC1)O